(2R)-N-((R)-(3-chloro-4-(trifluoromethoxy)phenyl)(3-(trifluoromethyl)cyclobutyl)-methyl)-2-methyl-3-oxopiperazine-1-carboxamide ClC=1C=C(C=CC1OC(F)(F)F)[C@H](NC(=O)N1[C@@H](C(NCC1)=O)C)C1CC(C1)C(F)(F)F